5-Methyl-2-(5-morpholin-4-yl-3,4'-bipyridin-2'-yl)-N-[(3R)-tetrahydrofuran-3-yl]-1H-imidazole-4-carboxamide trifluoroacetate salt FC(C(=O)O)(F)F.CC1=C(N=C(N1)C1=NC=CC(=C1)C=1C=NC=C(C1)N1CCOCC1)C(=O)N[C@H]1COCC1